C1([C@H](O)[C@H](O)[C@H](O1)CO)C1=NC2=NC=NC3=NN=C(C1=C23)N D-ribofuranosyl-1,4,5,6,8-pentaazaacenaphthylen-3-amine